N-[3-Chloro-4-[[(exo)-3-[(2S,4R)-4-hydroxyprolyl]-3-azabicyclo[3.1.0]hexan-6-yl]carbamoyl]phenyl]-5-(2,3-difluoro-4-methoxyphenyl)-1-methylimidazol-2-carboxamid ClC=1C=C(C=CC1C(NC1C2CN(CC12)C([C@H]1NC[C@@H](C1)O)=O)=O)NC(=O)C=1N(C(=CN1)C1=C(C(=C(C=C1)OC)F)F)C